ClC1=CC=C(CC2CCC(C2(O)CN2N=CN=C2)(C)C(Cl)C)C=C1 5-(4-chlorobenzyl)-2-(methylchloromethyl)-2-methyl-1-(1H-1,2,4-triazol-1-ylmethyl)cyclopentanol